5-(bromomethyl)-2-(3-fluoro-4-methoxyphenyl)pyridine BrCC=1C=CC(=NC1)C1=CC(=C(C=C1)OC)F